C(C)(C)N1N=CC=2C=NC(=CC21)NC2=NC=C(C(=N2)N[C@H](CO)C2=CC=CC=C2)C2=NC(=NO2)C(F)(F)F (S)-2-((2-((1-isopropyl-1H-pyrazolo[4,3-c]pyridin-6-yl)amino)-5-(3-(trifluoromethyl)-1,2,4-oxadiazol-5-yl)pyrimidin-4-yl)amino)-2-phenylethan-1-ol